[Hg].[Cu].NC1=C(OP2(=NP(=NP(=N2)(OC2=C(C=CC=C2)N)OC2=C(C=CC=C2)N)(OC2=C(C=CC=C2)N)OC2=C(C=CC=C2)N)OC2=C(C=CC=C2)N)C=CC=C1 Hexa-(aminophenoxy)cyclotriphosphazene copper-mercury